ethyl-[(perfluorophenyl) methyl] disulfide C(C)SSCC1=C(C(=C(C(=C1F)F)F)F)F